BrC1=C(C=2C(=NN(N2)C)C=C1)Cl 5-bromo-4-chloro-2-methyl-2H-benzo[d][1,2,3]triazole